CN(CC(=O)O)C1=NC2=CC=C(C=C2C(=C1)C1=CC=CC=C1)CCC1=CC(=CC=C1)C 2-[methyl-({6-[2-(3-methylphenyl)ethyl]-4-phenylquinolin-2-yl})amino]acetic acid